methyl (1R,4r)-4-((4-(3-((1r,3R,5S,7r)-3,5-dimethyladamantan-1-yl)ureido)-3-fluorobenzyl)amino)cyclohexane-1-carboxylate C[C@]12CC3(CC(C[C@@](C1)(C3)C)C2)NC(NC2=C(C=C(CNC3CCC(CC3)C(=O)OC)C=C2)F)=O